5-(4-Ethylphenyl)-1-(2-methoxyethyl)-3,4-dimethyl-3-(2,2,3,3,4,4,5,5,5-nonafluoropentyl)-1,3-dihydro-2H-pyrrol-2-one C(C)C1=CC=C(C=C1)C1=C(C(C(N1CCOC)=O)(CC(C(C(C(F)(F)F)(F)F)(F)F)(F)F)C)C